C(C)(=O)N1CC[C@@H]2N(C([C@H](C1)NC([C@H](C)NC)=O)=O)[C@@H](CC2)C(=O)N[C@@H]2CCOC1=CC=CC=C21 (5S,8S,10aR)-3-acetyl-N-((R)-chroman-4-yl)-5-((S)-2-(methylamino)propanamido)-6-oxodecahydropyrrolo[1,2-a][1,5]diazocine-8-carboxamide